N-benzyl-2-[[(Z)-2-cyano-3-hydroxy-3-(5-methylisoxazol-4-yl)prop-2-enoyl]amino]pyrimidine-5-carboxamide C(C1=CC=CC=C1)NC(=O)C=1C=NC(=NC1)NC(\C(=C(\C=1C=NOC1C)/O)\C#N)=O